OC1=C(C=CC(=C1)C(F)(F)F)C1=C(C=C(N=N1)N[C@H]1CN(CCC1)CCN1C[C@H](CC1)O)C (S)-1-(2-((R)-3-((6-(2-Hydroxy-4-(trifluoromethyl)phenyl)-5-methylpyridazin-3-yl)amino)piperidin-1-yl)ethyl)pyrrolidin-3-ol